2-ethyl-N-[(3-fluoro-4-methyl-phenyl)-methyl]-4-methyl-7-(trifluoromethyl)-quinoline-3-carboxylic acid amide C(C)C1=NC2=CC(=CC=C2C(=C1C(=O)NCC1=CC(=C(C=C1)C)F)C)C(F)(F)F